5-chloro-N-[(1S,3R)-3-[2-(methoxymethyl)-6-(1H-1,2,4-triazol-3-yl)imidazo[4,5-c]pyridin-1-yl]cyclohexyl]thiazole-2-carboxamide ClC1=CN=C(S1)C(=O)N[C@@H]1C[C@@H](CCC1)N1C(=NC=2C=NC(=CC21)C2=NNC=N2)COC